3-cyano-7-fluoro-6-(2-hydroxy-2-methylpropoxy)pyrazolo[1,5-a]pyridin C(#N)C=1C=NN2C1C=CC(=C2F)OCC(C)(C)O